O1C(=COCC1)C1CN(C1)C(=O)OC(C)(C)C tert-butyl 3-(5,6-dihydro-1,4-dioxin-2-yl)azetidine-1-carboxylate